O=C1C=C(N=C2N1CCCC2)NC(C)=O N-(4-oxo-6,7,8,9-tetrahydro-4H-pyrido[1,2-a]pyrimidin-2-yl)acetamide